benzyl 8-(((S)-1-cyano-2-(4-(3-methyl-2-oxo-2,3-dihydrobenzo[d]oxazol-5-yl)phenyl)ethyl)carbamoyl)-2-oxa-6-azaspiro[3.4]octane-6-carboxylate C(#N)[C@H](CC1=CC=C(C=C1)C=1C=CC2=C(N(C(O2)=O)C)C1)NC(=O)C1CN(CC12COC2)C(=O)OCC2=CC=CC=C2